5-(4-chloro-2-fluoro-phenyl)-2,3-dimethyl-7-((2S)-2-(2-methyl-4-pyridinyl)-4-morpholinyl)pyrido[4,3-d]-pyrimidin-4(3H)-one ClC1=CC(=C(C=C1)C1=NC(=CC=2N=C(N(C(C21)=O)C)C)N2C[C@@H](OCC2)C2=CC(=NC=C2)C)F